3-oxo-propannitril O=CCC#N